BrC1=NN(C(=C1)P(C1CC1)(C1CC1)=O)C (3-bromo-1-methyl-1H-pyrazol-5-yl)dicyclopropylphosphine oxide